C(C)(C)(C)OC(NC1CCC2=CC(=C3C=C(N=CC3=C21)C2CC2)S(NCC(C)(C)F)(=O)=O)=O.NCCNCCNCCC[Si](OC)(OC)OC 3-[2-(2-aminoethylamino)ethylamino]propyl-trimethoxysilane tert-butyl-N-[3-cyclopropyl-5-[(2-fluoro-2-methyl-propyl)sulfamoyl]-8,9-dihydro-7H-cyclopenta[h]isoquinolin-9-yl]carbamate